ClC1=C(C=C(C=2C3=C(NC12)CCN([C@@H]3C)C(=O)C3=NC=C(C=N3)OC)C#C)Cl (R)-(6,7-dichloro-9-ethynyl-1-methyl-1,3,4,5-tetrahydro-2H-pyrido[4,3-b]indol-2-yl)(5-methoxypyrimidin-2-yl)methanone